(phenyl)bis[(phenylcarbazolyl)phenyl]amine C1(=CC=CC=C1)N(C1=C(C=CC=C1)C1=C(C=CC=2C3=CC=CC=C3NC12)C1=CC=CC=C1)C1=C(C=CC=C1)C1=C(C=CC=2C3=CC=CC=C3NC12)C1=CC=CC=C1